(S)-5-(benzyloxy)-2-(6-fluorobenzo[d]oxazol-2-yl)-6-methoxy-1,2,3,4-tetrahydroisoquinoline-3-carboxylic acid methyl ester COC(=O)[C@H]1N(CC2=CC=C(C(=C2C1)OCC1=CC=CC=C1)OC)C=1OC2=C(N1)C=CC(=C2)F